BrC(C(=O)OC)CCO methyl 2-bromo-4-hydroxybutanoate